methyl 4,5-dihydro-2H,3'H-spiro[furan-3,1'-furo[3,4-c]pyridine]-6'-carboxylate C12(OCC=3C=NC(=CC31)C(=O)OC)COCC2